(±)-cis-N-(8-amino-6-(3-methylpyridin-4-yl)-2,7-naphthyridin-3-yl)-2-fluorocyclopropaneCarboxamide NC=1N=C(C=C2C=C(N=CC12)NC(=O)[C@H]1[C@H](C1)F)C1=C(C=NC=C1)C |r|